O=C1NC(CCC1N1C(C2=CC3=C(C=C2C1)C1(OCC3)CCN(CC1)C(=O)OCC1=CC=CC=C1)=O)=O benzyl 2'-(2,6-dioxopiperidin-3-yl)-1'-oxo-2',3',7',8'-tetrahydro-1'H-spiro[piperidine-4,5'-pyrano[3,4-f]isoindole]-1-carboxylate